C(C)(C)(C)PC1=C(C=CC=C1)C1=C(C=CC=C1)N(C)C 2-(t-butylphosphino)-2'-(N,N-dimethylamino)biphenyl